NC1=C(C(=NC=N1)OCCNC(C=C)=O)C1=CC=C(C=C1)OC1=CC=CC=C1 N-(2-((6-amino-5-(4-phenoxyphenyl)pyrimidin-4-yl)oxy)ethyl)acrylamide